BrC=1C=CC(=NC1)C(C([C@H](C)NC(OC(C)(C)C)=O)=O)=O tert-butyl N-[(1S)-3-(5-bromo-2-pyridyl)-1-methyl-2,3-dioxo-propyl]carbamate